C1(=CC(=CC=C1)CNCCCNCCCNC(OC(C)(C)C)=O)CNCCCNCCCNC(OC(C)(C)C)=O di-tert-butyl (((((1,3-phenylenebis(methylene))bis(azanediyl))-bis(propane-3,1-diyl))bis(azanediyl))bis(propane-3,1-diyl))dicarbamate